C1(CC1)N1C(C(C(CC1)=O)C(=O)OCC)=O Ethyl 1-cyclopropyl-2,4-dioxopiperidine-3-carboxylate